trans-2-((6-(5-(((((R)-1-cyclopropylpropan-2-yl)oxy)carbonyl)amino)-1-methyl-1H-1,2,3-triazol-4-yl)-2-methylpyridin-3-yl)ethynyl)-4,4-difluorocyclopentane-1-carboxylic acid C1(CC1)C[C@@H](C)OC(=O)NC1=C(N=NN1C)C1=CC=C(C(=N1)C)C#C[C@H]1[C@@H](CC(C1)(F)F)C(=O)O